F[P-](F)(F)(F)(F)F.C(CCCCCCCCCCC)N1C=[N+](C=C1)C 1-Dodecyl-3-methylimidazolium hexafluorophosphat